ClC=1C(=C2C(NC=NC2=CC1)=O)OCCNCC1=NC(=CC=C1)OC 6-chloro-5-(2-(((6-methoxypyridin-2-yl)methyl)amino)ethoxy)quinazolin-4(3H)-one